3-(4-(5-(difluoromethyl)-1,3,4-oxadiazole-2-yl)benzyl)-5-fluoro-1-methyl-1,3-dihydro-2H-benzo[d]imidazole-2-one FC(C1=NN=C(O1)C1=CC=C(CN2C(N(C3=C2C=C(C=C3)F)C)=O)C=C1)F